O1CCCC(=C1)C=1C=CC(=NC1)[N+](=O)[O-] 5-(3,4-dihydro-2H-pyran-5-yl)-2-nitropyridine